N-[[6-(4-methylpyridine-2-carbonyl)-6-azaspiro[2.5]octan-2-yl]methyl]furo[2,3-c]pyridine-2-carboxamide CC1=CC(=NC=C1)C(=O)N1CCC2(C(C2)CNC(=O)C2=CC=3C(=CN=CC3)O2)CC1